I.C(CC)N propylamine hydroiodic acid salt